ClC=1C=C(OCC(=O)OC(C)(C)C)C=CC1C(F)F tert-butyl 2-[3-chloro-4-(difluoromethyl)phenoxy]acetate